FC(C=1C=NC(=NC1)N1CC2CCC(C1)N2C(=O)[C@H]2CN(CC2)C(=O)OC(C)(C)C)(F)F tert-butyl (3R)-3-(3-(5-(trifluoromethyl)pyrimidin-2-yl)-3,8-diazabicyclo[3.2.1]octane-8-carbonyl)pyrrolidine-1-carboxylate